(1-Methyl-1H-1,2,4-triazol-3-yl)methyl (1-((3-chloro-4-fluorophenyl)carbamoyl)-3-cyclobutyl-2-methyl-2,4,5,6-tetrahydrocyclopenta[c]pyrrol-4-yl)carbamate ClC=1C=C(C=CC1F)NC(=O)C=1N(C(=C2C1CCC2NC(OCC2=NN(C=N2)C)=O)C2CCC2)C